C(C)OC(NC1=C(C=C(C=C1)CNC1=CC=C(C=C1)C(F)(F)F)C1=CC=C(C=C1)N(C)C)=O {4'-Dimethylamino-5-[(4-trifluoromethylphenylamino)methyl]biphenyl-2-yl}carbamic acid ethyl ester